C(C)(C)(C)C1=NC(=NO1)C(=O)N[C@H]1CCCCC2=C1C=CC(=C2F)C2=CC(=NC=C2)NC(=O)C2CC2 (S)-5-(tert-butyl)-N-(2-(2-(cyclopropanecarboxamido)pyridin-4-yl)-1-fluoro-6,7,8,9-tetrahydro-5H-benzo[7]annulen-5-yl)-1,2,4-oxadiazole-3-carboxamide